FC1=CC(=C(OC2=NC=C(C=C2C(=O)NC=2C=[N+](C=CC2)[O-])C(F)(F)F)C=C1)C 2-(4-fluoro-2-methyl-phenoxy)-N-(1-oxido-pyridin-1-ium-3-yl)-5-(trifluoromethyl)-pyridine-3-carboxamide